1-((S)-2-(5-isopropyl-3-((2-(4-methoxypiperidin-1-yl)pyrimidin-4-yl)amino)-8-((2R,3S)-2-methyl-3-((methylsulfonyl)methyl)azetidin-1-yl)isoquinolin-6-yl)piperidin-1-yl)prop-2-en-1-one C(C)(C)C1=C2C=C(N=CC2=C(C=C1[C@H]1N(CCCC1)C(C=C)=O)N1[C@@H]([C@H](C1)CS(=O)(=O)C)C)NC1=NC(=NC=C1)N1CCC(CC1)OC